NC(C#N)C1=CC=CC=2N1C=CN2 z-amino-2-imidazo[1,2-a]pyridin-5-yl-acetonitrile